1,4,6,7-tetrahydropyrano[4,3-c]pyrazole-3-carboxamide N1N=C(C2=C1CCOC2)C(=O)N